FC1(CC(C1)C(=O)N[C@H](C(=O)N1[C@@H]([C@H]2C([C@H]2C1)(C)C)C(=O)OC)C(C)C)F methyl (1R,2S,5S)-3-[(2S)-2-[(3,3-difluorocyclobutanecarbonyl)amino]-3-methyl-butanoyl]-6,6-dimethyl-3-azabicyclo[3.1.0]hexane-2-carboxylate